OC1=CC=C(C=C1)[S+](C)C (p-hydroxyphenyl)dimethylsulfonium